cyclopenta[5,6]naphtho[1,2-g]quinoxaline-4,5-diol C1=CC=C2C3=C(C(=C4C(=CC=5N=CC=NC5C4)C3=CC=C21)O)O